4-cyclohexanedimethanol undecanedioate C(CCCCCCCCCC(=O)O)(=O)O.C1(CCC(CC1)CO)CO